CN1C(=NC(=C1)C(F)(F)F)N1CCC(CC1)CN (1-(1-methyl-4-(trifluoromethyl)-1H-imidazol-2-yl)piperidin-4-yl)methylamine